ferric phosphate sodium salt [Na].P(=O)([O-])([O-])[O-].[Fe+3]